5-methyl-2-phenyl-1,2,3-triazole-4-carboxylic acid ethyl ester C(C)OC(=O)C1=NN(N=C1C)C1=CC=CC=C1